FC1(CCN(CC1)C1=NC=CC(=N1)C(=O)O)F 2-(4,4-difluoropiperidin-1-yl)pyrimidine-4-carboxylic acid